C(C)(C)C1=C(NC2=CC=C(C=C12)C1CCNCC1)C=1C=C(C=2N(C1)N=NN2)C 6-(3-isopropyl-5-(piperidin-4-yl)-1H-indol-2-yl)-8-methyltetrazolo[1,5-a]pyridine